C1=CC=CC=2C3=CC=CC=C3N(C12)C=1C=CC=2N(C3=CC=C(C=C3C2C1)N1C2=CC=CC=C2C=2C=CC=CC12)C1=CC=C(C=C1)C1=CC=CC(=C1)C1=CC(=NC(=C1)C1=CC=CC=C1)C1=CC=CC=C1 4'-(9'H-[9,3':6',9''-tercarbazol]-9'-yl)-5-(2,6-diphenylpyridin-4-yl)-[1,1'-biphenyl]